CC1=CC(=CC=2N=C(OC21)C=2C(=C(C=CC2)C2=CC=CC=C2)C)CN2[C@@H](CCCC2)C(=O)O (2S)-1-{[7-methyl-2-(2-methylbiphenyl-3-yl)-1,3-benzoxazol-5-yl]methyl}piperidine-2-carboxylic acid